C(C)(C)(C)C=1C=C(C=C(C1O)C(C)(C)C)CCC(=O)NCCCCCCNC(CCC1=CC(=C(C(=C1)C(C)(C)C)O)C(C)(C)C)=O N,N'-bis[3-(3,5-di-tert-butyl-4-hydroxyphenyl)propionyl]hexamethylenediamine